C(#N)C1=C(OC2=CC(=NC=N2)OC2=C(C=CC=C2)/C(/C(=O)OC)=C\OC)C=CC=C1 methyl (E)-2-[2-[6-(2-cyanophenoxy)pyrimidin-4-yl]oxyphenyl]-3-methoxyprop-2-enoate